2-methoxy-5-[[[(1S)-1-(5-phenyl-1H-imidazol-2-yl)ethyl]amino]methyl]benzoic acid methyl ester COC(C1=C(C=CC(=C1)CN[C@@H](C)C=1NC(=CN1)C1=CC=CC=C1)OC)=O